O=C(NC(CCC(=O)O)C(=O)O)NC(CCC(NCCOCCOCCOCCOCCOCCOCCOCCOCCNCCOCCOCCOCCOCCOCCOCCOCCOCCNC(CCC(NC(NC(CCC(=O)O)C(=O)O)=O)C(=O)O)=O)=O)C(=O)O 5,10,66,71-tetraoxo-14,17,20,23,26,29,32,35,41,44,47,50,53,56,59,62-hexadecaoxa-4,6,11,38,65,70,72-heptaazapentaheptacontane-1,3,7,69,73,75-hexacarboxylic acid